C12CN(CC2C1)C(=O)C1=CC=C(C=C1)C1=C(N(C=2N=CN=C(C21)N)C)C2=CC=C(C=C2)NC(C(=C)C)=O N-(4-(5-(4-(3-azabicyclo[3.1.0]hexane-3-carbonyl)phenyl)4-amino-7-methyl-7H-pyrrolo[2,3-d]pyrimidin-6-yl)phenyl)methacrylamide